CC1=C(C=2N(N=C1N1CC=3C=C(C=NC3CC1)C=1C=NN(C1)C)C=NN2)C 6-(7,8-dimethyl-[1,2,4]triazolo[4,3-b]pyridazin-6-yl)-3-(1-methylpyrazol-4-yl)-7,8-dihydro-5H-1,6-naphthyridine